ClC1=NC=CC(=N1)C(C(=O)OC)(C(=O)OC)C(C)C Dimethyl 2-(2-chloropyrimidin-4-yl)-2-isopropylmalonate